COC=1C=C2CCN3C(C2=CC1C=1N=NN(N1)C)=C(C=C3C(=O)O)CC(F)(F)F 8-methoxy-9-(2-methyl-2H-tetrazol-5-yl)-1-(2,2,2-trifluoroethyl)-5,6-dihydropyrrolo[2,1-a]isoquinoline-3-carboxylic acid